C(C=C)(=O)N1C(CN(CC1)C(=O)NC(C)C#CC1=CC(=C(C=C1)Cl)Cl)=O 4-acryloyl-N-(4-(3,4-dichlorophenyl)3-butyn-2-yl)-3-oxopiperazine-1-carboxamide